O=C1NC(CCC1N1C(C2=CC=CC(=C2C1=O)SCCCCCC(=O)N(C)CCOC1=CC=C(C=C1)\C(=C(\CC)/C1=CC=CC=C1)\C1=CC=CC=C1)=O)=O (Z)-6-((2-(2,6-dioxopiperidin-3-yl)-1,3-dioxoisoindolin-4-yl)sulfanyl)-N-(2-(4-(1,2-diphenylbut-1-en-1-yl)phenoxy)ethyl)-N-methylhexanamide